n-butyl-propyleneglycol C(CCC)C(C(C)O)O